CC=1OC(=C(N1)C)C=O (2,4-dimethyloxazol-5-yl)methanone